(E)-2-chloro-4-fluoro-N-(2-methoxy-5-(4-(2-(4-oxopent-2-enoyl)-2,7-diazaspiro[3.5]nonan-7-yl)quinazolin-6-yl)pyridin-3-yl)benzene-sulfonamide ClC1=C(C=CC(=C1)F)S(=O)(=O)NC=1C(=NC=C(C1)C=1C=C2C(=NC=NC2=CC1)N1CCC2(CN(C2)C(\C=C\C(C)=O)=O)CC1)OC